4-fluoro-1-(6-(4-fluorophenoxy)pyrazin-2-yl)piperidine-4-carboxylic acid FC1(CCN(CC1)C1=NC(=CN=C1)OC1=CC=C(C=C1)F)C(=O)O